(S)-1-(1-(4-fluorophenyl)-1H-indazol-5-yl)-4,4-dimethyl-2-phenylpyrrolidin FC1=CC=C(C=C1)N1N=CC2=CC(=CC=C12)N1[C@@H](CC(C1)(C)C)C1=CC=CC=C1